4-(3-chloropropyloxy)-3-methoxybenzoic acid methyl ester COC(C1=CC(=C(C=C1)OCCCCl)OC)=O